(3R)-4-(6-isopropyl-7-methyl-2-(1H-pyrazol-3-yl)-6,7,8,9-tetrahydro-2H-1,2,3,7-tetraazabenzo[cd]azulene-4-yl)-3-methylmorpholine C(C)(C)C1C=2C3=C(N(N=C3CCN1C)C1=NNC=C1)N=C(C2)N2[C@@H](COCC2)C